C(C)N1C2=CC=CC=C2C=2C=C(C=CC12)C(=O)NC 9-ethyl-N-methyl-9H-carbazole-3-carboxamide